2-(4-methoxyphenyl)propanediol COC1=CC=C(C=C1)C(C(O)O)C